COC(C1=C(C=CC(=C1)[N+](=O)[O-])C=1C=NN(C1)C1CCC1)=O 2-(1-cyclobutyl-1H-pyrazol-4-yl)-5-nitrobenzoic acid methyl ester